(1R,4r)-4-((3,5-difluoro-4-((1R,3R)-2-(2-fluoro-2-methylpropyl)-3-methyl-2,3,4,9-tetrahydro-1H-pyrido[3,4-b]indol-1-yl)phenoxy)methyl)cyclohexane-1-carboxylic acid FC=1C=C(OCC2CCC(CC2)C(=O)O)C=C(C1[C@H]1N([C@@H](CC2=C1NC1=CC=CC=C21)C)CC(C)(C)F)F